[Fe+2].[Co+2].[Sr+2].[La+3].C(CCCCC)[P+](CCCCCCCCCCCCCC)(CCCCCC)CCCCCC tri(n-hexyl)tetradecylphosphonium lanthanum-strontium cobalt iron